4-benzyl-3-(tert-butyl)(4S,5S)-5-methyl-1,2,3-oxathiazolidine C(C1=CC=CC=C1)[C@@H]1N(SO[C@H]1C)C(C)(C)C